FC(C(=O)O)(F)F.NCC=1C=C2C(=C(NC2=CC1)C1=C(C=CC=C1)CO)C (2-(5-(aminomethyl)-3-methyl-1H-indol-2-yl)phenyl)methanol 2,2,2-trifluoroacetate